6-bromonaphthalen-2-ol BrC=1C=C2C=CC(=CC2=CC1)O